FC(C1=CC(=NC=N1)NC1=CC=2C(C=N1)=CN(N2)COCC[Si](C)(C)C)F N-[6-(difluoromethyl)pyrimidin-4-yl]-2-(2-trimethylsilylethoxymethyl)pyrazolo[4,3-c]pyridin-6-amine